C1(CC1)N1C(=NN=C1)C=1C=C2C=NN(C2=C(C1)OC1=CC=C(C=C1)OCCOC1CCOCC1)C 5-(4-cyclopropyl-1,2,4-triazol-3-yl)-1-methyl-7-[4-(2-tetrahydropyran-4-yloxyethoxy)phenoxy]indazole